C(C)(C)(C)OC(=O)N1OC(CC1C=1C=NC=C(C1)C(=O)OC)O.C(C)(C)(C)OC(=O)N(C(CCO)C=1C=C(C=NC1)C(=O)OC)O Methyl 5-[1-[tert-butoxycarbonyl(hydroxy)amino]-3-hydroxy-propyl]pyridine-3-carboxylate Tert-butyl-5-hydroxy-3-(5-methoxycarbonyl-3-pyridyl)isoxazolidine-2-carboxylate